COC1=C2C3=CC(=C(C=C3OC2=C(C(=C1)C4=CC=C(C=C4)O)OC)O)O The molecule is a member of the class of dibenzofurans that is dibenzo[b,d]furan substituted by methoxy groups at positions 6 and 9, hydroxy groups at positions 2 and 3 and a phenolic group at position 7. It has been isolated from Aspergillus taichungensis. It has a role as an Aspergillus metabolite. It is a member of dibenzofurans, a member of catechols and an aromatic ether.